5-Amino-1-isopropyl-3-(4-(2-oxo-2-((3-(spiro[2.3]hexan-5-yl)isoxazol-5-yl)amino)ethyl)phenyl)-1H-pyrazole-4-carboxamide NC1=C(C(=NN1C(C)C)C1=CC=C(C=C1)CC(NC1=CC(=NO1)C1CC2(CC2)C1)=O)C(=O)N